tert-butyl N-tert-butoxycarbonyl-N-((2-(2-(hydroxymethyl)piperazin-1-yl)pyrimidin-5-yl)methyl)carbamate C(C)(C)(C)OC(=O)N(C(OC(C)(C)C)=O)CC=1C=NC(=NC1)N1C(CNCC1)CO